5-amino-N-(4-aminobut-2-ynyl)-N-propyl-6H-thieno[3,2-b]azepin-7-carboxamide NC=1CC(=CC2=C(N1)C=CS2)C(=O)N(CCC)CC#CCN